[N-](S(=O)(=O)C(F)(F)F)S(=O)(=O)C(F)(F)F.C(CCCCCCCCCCC)N1CN(C=C1)C=C (1-dodecyl-3-vinylimidazole) bistrifluoromethanesulfonimide salt